bis-(dimethylaminopropyl)-2-hydroxyethyl-amine CN(C)CCCN(CCO)CCCN(C)C